COCCC#N β-methoxypropionitrile